C(C1=CC=CC=C1)N1C=C(C=2C1=NC=C(C2)C=2C(=NOC2C)C)C2=CCC(CC2)C(=O)O 4-(1-benzyl-5-(3,5-dimethylisoxazol-4-yl)-1H-pyrrolo[2,3-b]pyridin-3-yl)cyclohex-3-ene-1-carboxylic acid